C(C1=CC=CC=C1)N(CC#CC1=CC=CC=C1)C(=S)F benzyl-(3-phenylprop-2-yn-1-yl)aminothioformyl fluoride